4-methylene-2-methoxy-1,3-dioxolane C=C1OC(OC1)OC